C1(CC1)C1=NN(C=C1C1=CC2=C(C=N1)C=CN2C)[C@@H]2C[C@H](C2)CNC=2C=C1C(N(C(C1=CC2)=O)C2C(NC(CC2)=O)=O)=O 5-(((trans-3-(3-cyclopropyl-4-(1-methyl-1H-pyrrolo[3,2-c]pyridin-6-yl)-1H-pyrazol-1-yl)cyclobutyl)methyl)amino)-2-(2,6-dioxopiperidin-3-yl)isoindoline-1,3-dione